7-(4-((1S,2R,5R)-8-oxa-3-azabicyclo[3.2.1]oct-2-yl)phenyl)-6-chloro-3-((1-(4-chlorobenzoyl)-4-hydroxypiperidin-4-yl)methyl)-3,7-dihydro-4H-pyrrolo[2,3-d]pyrimidin-4-one [C@@H]12[C@H](NC[C@@H](CC1)O2)C2=CC=C(C=C2)N2C(=CC1=C2N=CN(C1=O)CC1(CCN(CC1)C(C1=CC=C(C=C1)Cl)=O)O)Cl